ClC=1C(=NC(=C(C1)F)N1C(N(C(=CC1=O)C(F)(F)F)C)=O)OC=1C(=NC=CC1)OCC(=O)OCC1=NC=CC=C1 pyridin-2-ylmethyl {[3-({3-chloro-5-fluoro-6-[3-methyl-2,6-dioxo-4-(trifluoromethyl)-3,6-dihydropyrimidin-1(2H)-yl]pyridin-2-yl}oxy)pyridin-2-yl]oxy}acetate